2,4-di-tert-butoxy-5-(6-chloro-2-ethyl-pyrimidin-4-yl)pyrimidine C(C)(C)(C)OC1=NC=C(C(=N1)OC(C)(C)C)C1=NC(=NC(=C1)Cl)CC